[Br-].C(C)[N+]1(C[C@H](CC1)\C=C\S(NC(NC1=C2CCCC2=CC=2CCCC12)=O)(=O)=O)CC (R,E)-1,1-Diethyl-3-(2-(N-((1,2,3,5,6,7-hexahydro-s-indacen-4-yl)carbamoyl)sulfamoyl)-vinyl)pyrrolidin-1-ium bromid